(1-cyanocyclopropoxy)-9H-purin C(#N)C1(CC1)OC1=NC=C2N=CNC2=N1